Butyl 6-methylene-2-azaspiro[3.4]octane-2-carboxylate C=C1CC2(CN(C2)C(=O)OCCCC)CC1